N=1C=CN2C1C(=NC=C2)N2CCC1(CN(C(N1CC1=CC=C(C=C1)OC)=O)CC(=O)NC1=CC=C(C=C1)C(F)(F)F)CC2 2-(8-(imidazo[1,2-a]pyrazin-8-yl)-1-(4-methoxybenzyl)-2-oxo-1,3,8-triazaspiro[4.5]decan-3-yl)-N-(4-(trifluoromethyl)phenyl)acetamide